phenyl-2,4,6-trimethylphenyl phosphate P(=O)(OC1=C(C(=C(C=C1C)C)C1=CC=CC=C1)C)([O-])[O-]